P(=O)(O)(O)OCC(CO)O 3-phosphoglycerol